C(CCCCCCCCCCC)OC=1C=C(C(=O)OC)C=C(C1)OCCCCCCCCCCCCCCC Methyl 3-(dodecyloxy)-5-(pentadecyloxy)benzoate